MercaptobenzthiazoleSulfenamide SC1=CC=CC2=C1N=C(S2)SN